O=C1NC(CCC1N1C(C2=CC=CC(=C2C1=O)OCCCC(=O)NC1=CC=C(C=C1)CCOC1=NC(=CC(=N1)N/N=C/C1=CC(=CC=C1)C)N1CCOCC1)=O)=O (E)-4-((2-(2,6-dioxopiperidin-3-yl)-1,3-dioxoisoindolin-4-yl)oxy)-N-(4-(2-((4-(2-(3-methylbenzylidene)hydrazino)-6-morpholinopyrimidin-2-yl)oxy)ethyl)phenyl)butanamide